(R)-2-(8-(methoxycarbonylamino)dibenzo[b,d]thiophene-3-sulfonamido)-3-methyl-butanoic acid COC(=O)NC=1C=CC2=C(C3=C(S2)C=C(C=C3)S(=O)(=O)N[C@@H](C(=O)O)C(C)C)C1